N1N=CC=2C1=NC(=CN2)N[C@@H](C)C=2C=C(C=CC2)NC(=O)C=2C=NN(C2)C(C)C (S)-N-(3-(1-((1H-pyrazolo[3,4-b]pyrazin-6-yl)amino)ethyl)phenyl)-1-isopropyl-1H-pyrazole-4-carboxamide